2-chloro-N-[3-[(2,2-difluoroacetyl)amino]-2,4-difluoro-phenyl]Benzamide ClC1=C(C(=O)NC2=C(C(=C(C=C2)F)NC(C(F)F)=O)F)C=CC=C1